OC1(CC(O)C(=O)[C@@H](O)[C@H](O)[C@@H](O)CO)CC(=C(C(=C1)O)O)O 1,3,4,5-tetrahydroxybenzyl-L-sorbose